4-((2S,4r,6S)-2-cyano-7-((5-methoxy-7-methyl-1H-indol-4-yl)methyl)-7-azaspiro[3.5]nonan-6-yl)-N-((1-methylazetidin-3-yl)methyl)benzamide C(#N)C1CC2(C1)C[C@H](N(CC2)CC2=C1C=CNC1=C(C=C2OC)C)C2=CC=C(C(=O)NCC1CN(C1)C)C=C2